((benzyloxy)carbonyl)-L-serine C(C1=CC=CC=C1)OC(=O)N[C@@H](CO)C(=O)O